C(C)C(=C=C(C[C@H]1CC(=NN1C(C)=O)C1=CC2=CC=CC=C2C=C1)C1=CC=CC=C1)CC (S)-1-(5-(4-ethyl-2-phenylhexa-2,3-dien-1-yl)-3-(naphthalen-2-yl)-4,5-dihydro-1H-pyrazol-1-yl)ethan-1-one